S1C2=C(C=C1)C(=CC=C2)N2CCN(CC2)CCCCOC2=CC=C1CCC(N(C1=C2)COC(CC)=O)=O Propionic acid 7-[4-(4-benzo[b]thiophen-4-ylpiperazin-1-yl)butoxy]-2-oxo-3,4-dihydro-2H-quinolin-1-ylmethyl ester